C(C)(C)(C)OC(=O)N(C1CC(C1)C(=O)OC)C methyl (1r,3r)-3-((tert-butoxycarbonyl)(methyl)amino)cyclobutane-1-carboxylate